2-(METHYLAMINO)PYRIMIDIN-5-YLBORONIC ACID CNC1=NC=C(C=N1)B(O)O